C(C)OC(CC=1N=NN(N1)CC(=O)N[C@@H]1CN(CC1)C(=O)OC(C)(C)C)=O tert-butyl (S)-3-(2-(5-(2-ethoxy-2-oxoethyl)-2H-tetrazol-2-yl)acetamido)pyrrolidine-1-carboxylate